(E)-2,6-Difluoro-4-isopropyl-3-methoxy-1-phenylvinylbenzene F/C=C(\C1=CC=CC=C1)/C1=CC(=C(C=C1F)C(C)C)OC